4-hydroxy-N-(4-methoxy-7-morpholinobenzo[d]thiazol-2-yl)-4-methylpiperidine OC1(CCN(CC1)C=1SC2=C(N1)C(=CC=C2N2CCOCC2)OC)C